FC1=NC=CC(=C1)N1[C@H](CN(CC1)C(=O)OC(C)(C)C)C Tert-butyl (S)-4-(2-fluoropyridin-4-yl)-3-methylpiperazine-1-carboxylate